FC1=C(N=C(C2=C1N=C(N=C2)S(=O)C)N2N(CCC2)C(=O)OC(C)(C)C)C2=CC(=CC1=CC=C(C(=C21)C#C[Si](C(C)C)(C(C)C)C(C)C)F)OCOC tert-butyl 2-(8-fluoro-7-(7-fluoro-3-(methoxymethoxy)-8-((triisopropylsilyl)ethynyl)naphthalen-1-yl)-2-(methylsulfinyl)pyrido[4,3-d]pyrimidin-5-yl)pyrazolidine-1-carboxylate